N-((1R,5S,7R)-2-oxabicyclo[3.2.0]hept-7-yl)-6-((3'-fluoro-2-oxo-2H-[1,2'-bipyridin]-3-yl)amino)-8-(methylamino)imidazo[1,2-b]pyridazine-3-carboxamide [C@H]12OCC[C@@H]2C[C@H]1NC(=O)C1=CN=C2N1N=C(C=C2NC)NC=2C(N(C=CC2)C2=NC=CC=C2F)=O